COC1=NNC2=NC=NC=C21 3-methoxy-1H-pyrazolo[3,4-d]pyrimidine